ClC=1C=C(C=CC1SC=1N=NNC1C(=O)O)C1=CC=C(C=C1)Cl 4-((3,4'-dichloro-[1,1'-biphenyl]-4-yl)thio)-1H-1,2,3-triazole-5-carboxylic acid